6-{4-[(4-hydroxyphenyl)(phenyl)carbamoyl]-1,5-dimethyl-1H-pyrrol-2-yl}-7-{[(3R)-3-methyl-3,4-dihydroisoquinolin-2(1H)-yl]carbonyl}-N-phenyl-3,4-dihydroisoquinoline-2(1H)-carboxamide OC1=CC=C(C=C1)N(C(=O)C=1C=C(N(C1C)C)C=1C=C2CCN(CC2=CC1C(=O)N1CC2=CC=CC=C2C[C@H]1C)C(=O)NC1=CC=CC=C1)C1=CC=CC=C1